spiro[cyclopropane-1,7'-pyrazolo[5,1-c][1,4]oxazine] N1C=CC2=COCC3(N21)CC3